FC1CN(C1)C1=CC(=C(C=C1)F)N1N=C2N=CC(=CC2=C1)C(C)CCC 3-fluoro-N-{4-fluoro-3-[5-(pentan-2-yl)-2H-pyrazolo[3,4-b]pyridin-2-yl]phenyl}azetidine